ClC=1C=NC(=C(C(=O)NC2CCC(CC2)CN2C(N(C3=C2C=CC=C3)C=3C=NC(=C(C3)C)NC)=O)C1)C(F)F 5-chloro-2-(difluoromethyl)-N-((1r,4r)-4-((3-(5-methyl-6-(methylamino)pyridin-3-yl)-2-oxo-2,3-dihydro-1H-benzo[d]imidazol-1-yl)methyl)cyclohexyl)nicotinamide